CC(C(C(=O)O)=O)(C)C 3,3-dimethyl-2-ketobutyric acid